(1R)-1-methyl-1,2,3,4-tetrahydroisoquinoline C[C@H]1NCCC2=CC=CC=C12